tert-butyl-(R)-4-(4-(2-(2-aminothiazol-4-yl)pyrrolidin-1-yl)phenoxy)-4-methylpiperidine C(C)(C)(C)N1CCC(CC1)(C)OC1=CC=C(C=C1)N1[C@H](CCC1)C=1N=C(SC1)N